CC1C(C2=CC(=C(C(=C2C1)C1=CC(=CC(=C1)C)C)OC)C(C)(C)C)=O 2-methyl-4-(3,5-dimethylphenyl)-5-methoxy-6-tert-butyl-indan-1-one